2-(3,4-epoxycyclohexyl)ethyltrimethoxysilan C1(CC2C(CC1)O2)CC[Si](OC)(OC)OC